N-(3-(2-bromo-6-methylpyridin-4-yl)-4-(2,4-difluorophenoxy)phenyl)ethanesulfonamide BrC1=NC(=CC(=C1)C=1C=C(C=CC1OC1=C(C=C(C=C1)F)F)NS(=O)(=O)CC)C